6-(3-(tert-butoxycarbonyl)azetidin-1-yl)-3-(trifluoromethyl)imidazo[1,2-b]pyridazine C(C)(C)(C)OC(=O)C1CN(C1)C=1C=CC=2N(N1)C(=CN2)C(F)(F)F